BrC1=C2CN(C(C2=CC=C1)=O)C1CN(C1)C(C(=O)NC1=CC(=C(C=C1)C)OC)C 2-(3-(4-bromo-1-oxoisoindolin-2-yl)azetidin-1-yl)-N-(3-methoxy-4-methylphenyl)propanamide